Ethyl 2-(3-(1-methyl-1H-indol-5-yl)ureido)-7-oxo-4,5,6,7-tetrahydrobenzo[b]thiophene-3-carboxylate CN1C=CC2=CC(=CC=C12)NC(NC1=C(C2=C(S1)C(CCC2)=O)C(=O)OCC)=O